(S)-3-(3-fluoro-4-methoxyphenyl)-3-((1S,3R)-3-((5,6,7,8-tetrahydro-1,8-naphthyridin-2-yl)methyl)cyclobutane-1-carboxamido)propionic acid FC=1C=C(C=CC1OC)[C@H](CC(=O)O)NC(=O)C1CC(C1)CC1=NC=2NCCCC2C=C1